3,6-bis(4-(4-aminobenzoylamino)-2-trifluoromethyl-phenoxy)benzonorbornane NC1=CC=C(C(=O)NC2=CC(=C(OC3C4C5=C(C3CC4)C=C(C=C5)OC5=C(C=C(C=C5)NC(C5=CC=C(C=C5)N)=O)C(F)(F)F)C=C2)C(F)(F)F)C=C1